N-((1S,4r)-4-((3-(6-(((S)-1-amino-1-oxopropan-2-yl)oxy)pyridin-3-yl)-2-oxo-2,3-dihydro-1H-benzo[d]imidazol-1-yl)methyl)cyclohexyl)-5-chloro-2-(difluoromethyl)nicotinamide NC([C@H](C)OC1=CC=C(C=N1)N1C(N(C2=C1C=CC=C2)CC2CCC(CC2)NC(C2=C(N=CC(=C2)Cl)C(F)F)=O)=O)=O